Ethyl 2-[2-fluoro-4-(hydroxymethyl)phenyl]-6,7-dihydro-5H-pyrazolo[5,1-b][1,3]oxazine-3-carboxylate FC1=C(C=CC(=C1)CO)C1=NN2C(OCCC2)=C1C(=O)OCC